FC(N1N=C(C=C1C(=O)OC)C)F methyl 2-(difluoromethyl)-5-methyl-pyrazole-3-carboxylate